N-(3-Amino-4-(2-chloro-5-fluorophenoxy)-1-methyl-7-(1-(tetrahydrofuran-3-yl)-1H-pyrazol-4-yl)-1H-indazol-5-yl)-3-fluoro-5-(trifluoromethyl)benzamide NC1=NN(C2=C(C=C(C(=C12)OC1=C(C=CC(=C1)F)Cl)NC(C1=CC(=CC(=C1)C(F)(F)F)F)=O)C=1C=NN(C1)C1COCC1)C